allylsulfide C(C=C)SCC=C